5-((6-(4-((4-(4-(2,4-dioxotetrahydropyrimidin-1(2H)-yl)phenyl)piperazin-1-yl)methyl)piperidine-1-yl)pyridin-3-yl)amino)-3-(piperidin-1-yl)-1,2,4-triazine-6-carboxamide O=C1N(CCC(N1)=O)C1=CC=C(C=C1)N1CCN(CC1)CC1CCN(CC1)C1=CC=C(C=N1)NC=1N=C(N=NC1C(=O)N)N1CCCCC1